CN(C(=O)C1CN(C1)C)CCCNC1=NC(=NC=C1C(F)(F)F)NC=1C(=NN(C1)C1CCN(CC1)C)C N,1-dimethyl-N-(3-((2-((3-methyl-1-(1-methylpiperidin-4-yl)-1H-pyrazol-4-yl)amino)-5-(trifluoromethyl)pyrimidin-4-yl)amino)propyl)azetidine-3-carboxamide